NC1=CN=C(C2=CC=CC=C12)N1[C@@H](CCC1)C(=O)OC methyl (4-aminoisoquinolin-1-yl)-L-prolinate